N-(5-((6-((R)-3-(2,3-difluorophenyl)isoxazolidine-2-yl)pyrimidine-4-yl)amino)-4-methoxy-2-((3aR,6aR)-1-methylhexahydropyrrolo[3,4-b]pyrrole-5(1H)-yl)phenyl)acrylamide FC1=C(C=CC=C1F)[C@@H]1N(OCC1)C1=CC(=NC=N1)NC=1C(=CC(=C(C1)NC(C=C)=O)N1C[C@@H]2N(CC[C@@H]2C1)C)OC